((1-cyclopropyl-1H-pyrazol-3-yl)amino)-4-((1-ethyl-7-methoxy-1H-indazol-6-yl)amino)-N-(methyl-d3)nicotinamide C1(CC1)N1N=C(C=C1)NC1=C(C(=O)NC([2H])([2H])[2H])C(=CC=N1)NC1=CC=C2C=NN(C2=C1OC)CC